COC1=CC(=C2C=NNC2=C1)C=1N=NNC1 4-(6-methoxy-1H-indazol-4-yl)-1H-1,2,3-triazol